methyl-3-(trifluoromethyl)-1H-pyrazol CN1N=C(C=C1)C(F)(F)F